C(C)(C)(C)NS(=O)(=O)C=1C=C(C=CC1)NC([C@H](CC1=CC=CC=C1)NC(OC(C)(C)C)=O)=O (S)-tert-butyl 1-(3-(N-tert-butylsulfamoyl)phenylamino)-1-oxo-3-phenylpropan-2-ylcarbamate